cyclopentyl-hydrazine ditrifluoroacetic acid salt FC(C(=O)O)(F)F.FC(C(=O)O)(F)F.C1(CCCC1)NN